NC1=NN2CC(N(CCC2=C1)C1CC1)=O 2-amino-6-cyclopropyl-4H,5H,6H,7H,8H-pyrazolo[1,5-d][1,4]diazepin-7-one